C(C)C1=CC=CC2=CC3=C(C=CC=C3C(=C12)OC(=O)C1C(C2C=CC1C2)C(=O)O)CC 1,5-diethyl-9-[2-carboxy(3,6-methano-4-cyclohexenyl)]carbonyloxy-anthracene